2-(4-hydroxyphenyl)-5-hydroxy-7-(tert-butyldimethylsilyloxy)chroman-4-one OC1=CC=C(C=C1)C1OC2=CC(=CC(=C2C(C1)=O)O)O[Si](C)(C)C(C)(C)C